C(C)(C)(C)OC(=O)N1CC2=C(CC1)N(N=C2C(N[C@@H]2C(NC(CC2)=O)=O)=O)C (S)-3-((2,6-dioxopiperidin-3-yl)carbamoyl)-1-methyl-1,4,6,7-tetrahydro-5H-pyrazolo[4,3-c]pyridine-5-carboxylic acid tert-butyl ester